P(=O)(O)(O)OC=1C(=C2C=CC=CC2=CC1C1=CC(=CC(=C1)C(F)(F)F)C(F)(F)F)C1=CC(=CC2=CC=CC=C12)C1=CC(=CC(=C1)C(F)(F)F)C(F)(F)F (S)-3,3'-bis(3,5-bistrifluoromethylphenyl)-1,1'-binaphthol phosphate